ethyl-sym-triazine C(C)C1=NC=NC=N1